ClC1=C(C=C(C=C1)C=1N=C2SC3=C(N2C1)C=CC(=C3)S(=O)(=O)C)OCC#C 2-(4-chloro-3-(prop-2-yn-1-yloxy)phenyl)-7-(methylsulfonyl)benzo[d]imidazo[2,1-b]thiazole